C(C)OC(=O)C1(OC[C@H](N1)C1=CC=CC=C1)C(F)(F)F (4R)-2-ethoxycarbonyl-2-trifluoromethyl-4-phenyl-1,3-oxazolidine